C(C)OC(=O)C1=C(C2=C(N=CNC2=O)N1C1=C(C=CC=C1)Cl)CCC 5-propyl-4-oxo-7-(2-chlorophenyl)-4,7-dihydro-3H-pyrrolo[2,3-d]-pyrimidine-6-carboxylic acid ethyl ester